COC=1C=C2CCC(C2=CC1)=O 5-methoxy-2,3-dihydro-1H-inden-1-one